thiophenyl-(thiophene) S1C(=CC=C1)C=1SC=CC1